C(CCCCC)[Si](O[Si]O[Si](CCCCCC)(CCCCCC)CCCCCC)(CCCCCC)CCCCCC bis(trihexylsiloxy)silicon